N-[4-(2-{4-[3-(5-tert-Butyl-2-isopropyl-2H-pyrazol-3-yl)-ureido]-3-fluoro-phenyl}-ethyl)-pyridin-2-yl]-acetamide C(C)(C)(C)C=1C=C(N(N1)C(C)C)NC(NC1=C(C=C(C=C1)CCC1=CC(=NC=C1)NC(C)=O)F)=O